C(C)(=O)OCC[Si](C)(C)C [2-(trimethylsilyl) ethyl] acetate